tert-butyl 3-(7-(2-(amino)-3-cyano-7-fluorobenzo[b]thiophen-4-yl)-8-fluoro-2-(methylthio)-6-(trifluoromethyl)quinazolin-4-yl)-3,8-diazabicyclo[3.2.1]octane-8-carboxylate NC1=C(C2=C(S1)C(=CC=C2C2=C(C=C1C(=NC(=NC1=C2F)SC)N2CC1CCC(C2)N1C(=O)OC(C)(C)C)C(F)(F)F)F)C#N